C(#C)C1=C2C=CC=CC2=CC=C1F 5-ethynyl-6-fluoro-naphthalene